O[C@@H]1C(N(CC1)C=1C=C2C=CNC2=CC1)=O (S)-3-HYDROXY-1-(1H-INDOL-5-YL)-2-OXO-PYRROLIDINE